1-methyl-3-(7-(methylamino)-5-((7-(trifluoromethyl)-2,3-dihydrobenzo[b][1,4]dioxin-5-yl)amino)pyrazolo[1,5-a]pyrimidin-3-yl)urea CNC(=O)NC=1C=NN2C1N=C(C=C2NC)NC2=CC(=CC=1OCCOC12)C(F)(F)F